CN(CCN1CCN(CC1)C1=CC=C(N)C=C1)C 4-(4-(2-(dimethylamino)ethyl)piperazin-1-yl)aniline